N-hexyl-2-((8-methoxy-6-oxo-6H-benzo[c]benzopyran-3-yl)oxy)acetamide C(CCCCC)NC(COC1=CC2=C(C3=C(C(O2)=O)C=C(C=C3)OC)C=C1)=O